2-CHLORO-PYRIDINE-3,5-DICARBALDEHYDE ClC1=NC=C(C=C1C=O)C=O